1-(4-((4-((4-((1-(5-fluoro-6-methylpyridin-3-yl)-1H-pyrazol-3-yl)oxy)-2-methoxyphenyl)amino)-7-methoxyquinazolin-6-yl)oxy)piperidin-1-yl)prop-2-en-1-one FC=1C=C(C=NC1C)N1N=C(C=C1)OC1=CC(=C(C=C1)NC1=NC=NC2=CC(=C(C=C12)OC1CCN(CC1)C(C=C)=O)OC)OC